(R)-2-(4-((1-(2-cyanoacetyl)piperidin-3-yl)amino)-1H-pyrrolo[2,3-b]pyridin-5-yl)-N,N-dimethyl-oxazole-4-carboxamide C(#N)CC(=O)N1C[C@@H](CCC1)NC1=C2C(=NC=C1C=1OC=C(N1)C(=O)N(C)C)NC=C2